ClC1=C2C(=NC(=C1)C=1C(=NC=CC1)OCC)C(=NN2)I 7-chloro-5-(2-ethoxypyridin-3-yl)-3-iodo-1H-pyrazolo[4,3-b]Pyridine